2-(dimethylamino)-N-(5-nitrothiazol-2-yl)benzamide CN(C1=C(C(=O)NC=2SC(=CN2)[N+](=O)[O-])C=CC=C1)C